4-(3,4-bis(2-(1-hydroxy-1,3-dihydrobenzo[c][1,2]oxaborol-7-yl)acetamido)pyrrolidin-1-yl)-4-oxobutanoic acid OB1OCC2=C1C(=CC=C2)CC(=O)NC2CN(CC2NC(CC2=CC=CC1=C2B(OC1)O)=O)C(CCC(=O)O)=O